3-(2-fluoro-3-(methoxymethoxy)-5-(trifluoromethyl)phenyl)-6-(4-(methylsulfonyl)piperazin-1-yl)-1-(tetrahydro-2H-pyran-2-yl)-1H-indazole FC1=C(C=C(C=C1OCOC)C(F)(F)F)C1=NN(C2=CC(=CC=C12)N1CCN(CC1)S(=O)(=O)C)C1OCCCC1